CN1C=NC=C1C1=CC=C(C=C1)O 4-(1-methyl-5-imidazolyl)phenol